[(2R,4R)-4-Aminomethyl-pyrrolidin-2-yl]methyloxyl-7-oxo-6-(sulfooxy)-1,6-diazabicyclo[3.2.1]octane-2-carboxamide trifluoroacetate salt FC(C(=O)O)(F)F.NC[C@H]1C[C@@H](NC1)COC1(N2C(N(C(CC1)C2)OS(=O)(=O)O)=O)C(=O)N